BrC=1C(=NN(C1)C1OCCCC1)C1=CN=CS1 5-(4-bromo-1-(tetrahydro-2H-pyran-2-yl)-1H-pyrazol-3-yl)thiazole